9-oxononanedione O=CCCCCCC(C(C)=O)=O